N1C(NC(C2=C1C(N=CN2)=O)=O)=O 1,5-Dihydropyrimido[5,4-d]pyrimidine-2,4,8(3H)-trione